ClC=1C=C(C=CC1Cl)B1OB(OB(O1)C1=CC(=C(C=C1)Cl)Cl)C1=CC(=C(C=C1)Cl)Cl 2,4,6-tris(3,4-dichlorophenyl)boroxine